C\C(=C/CCCCC(=O)O)\C(CC)=O (E)-7-methyl-8-oxodec-6-enoic acid